(2-fluorophenyl)pyrrole-3-formaldehyde FC1=C(C=CC=C1)C=1NC=CC1C=O